C(C)(=O)ON=C(C1=C(C=CC=C1)C)C=1C=C2C=3C=C(C=CC3N(C2=CC1)CC)CC 1-[9-ethyl-6-(2-methylbenzoyl)-9H-carbazol-3-yl]Ethane 1-(O-acetyloxime)